C(#N)C1=C(C(=CC=C1OC)C=1C=NC(=CC1)F)N1CCC(CC1)C(=O)NN 1-[2-cyano-6-(6-fluoropyridin-3-yl)-3-methoxyphenyl]piperidine-4-carbohydrazide